C1=CC=CC=2C=CC=3NC=4C=CC5=C(C4SC3C21)C=CC=C5 dibenzo[c,h]phenothiazine